FC1(CCC(CC1)NC(=O)N[C@@H]1C[C@H](C1)NC1=NC=2N([C@H](C(NC2C(=N1)C)=O)C(C)C)C)F (4,4-difluorocyclohexyl)-3-(trans-3-(((S)-7-isopropyl-4,8-dimethyl-6-oxo-5,6,7,8-tetrahydropteridin-2-yl)amino)cyclobutyl)urea